N-(7-(hydroxyamino)-7-oxoheptyl)-2-(isochroman-4-ylamino)pyrimidine-5-carboxamide ONC(CCCCCCNC(=O)C=1C=NC(=NC1)NC1COCC2=CC=CC=C12)=O